OCC(C(=O)N[C@H]1CC[C@@]2([C@H]3CC[C@@]4([C@H](CC[C@H]4[C@@H]3CC[C@@H]2C1)[C@H](C)CCC(C)(C)O)C)C)(C)CO 3-Hydroxy-N-((3S,5R,8R,9S,10S,13R,14S,17R)-17-((R)-5-hydroxy-5-methylhexan-2-yl)-10,13-dimethylhexadecahydro-1H-cyclopenta[a]phenanthren-3-yl)-2-(hydroxymethyl)-2-methylpropanamide